BrC1=C2C(=NC(=C1Cl)NC(OC(C)(C)C)=O)OCO2 tert-butyl N-(7-bromo-6-chloro-[1,3]dioxolo[4,5-b]pyridin-5-yl)carbamate